tert-butyl 5-(5-fluoro-6-pyrazolo[1,5-a]pyridin-3-yl-2-pyridyl)-3,6-dihydro-2H-pyridine-1-carboxylate FC=1C=CC(=NC1C=1C=NN2C1C=CC=C2)C2=CCCN(C2)C(=O)OC(C)(C)C